tert-butyl N-[4-[2,6-bis(trideuteromethyl) phenyl]-6-chloro-pyrimidin-2-yl]-N-tert-butoxycarbonyl-carbamate [2H]C(C1=C(C(=CC=C1)C([2H])([2H])[2H])C1=NC(=NC(=C1)Cl)N(C(OC(C)(C)C)=O)C(=O)OC(C)(C)C)([2H])[2H]